(2S)-1-((1-(8-acetyl-2-oxo-1,8-diazaspiro[4.5]decan-3-yl)-3-oxopropan-2-yl)amino)-4-methyl-1-oxopentan C(C)(=O)N1CCC2(CC(C(N2)=O)C[C@@H](C=O)NC(CCC(C)C)=O)CC1